FC=1C=C(C=CC1)[C@H]1[C@@H](CN(C1)CCOC)NC(=O)NC=1N(NC(C1C)=O)C1=CC=CC=C1 1-((3s,4r)-4-(3-fluorophenyl)-1-(2-methoxyethyl)pyrrolidin-3-yl)-3-(4-methyl-5-oxo-2-phenyl-2,5-dihydro-1H-pyrazol-3-yl)urea